1,3,3a,4,5,9b-hexahydro-8-methyl-5-(tetrahydro-2,5-bisoxyl-3-furyl)-naphtho[1,2-c]-furan-1,3-dione CC1=CC=C2C(CC3C(C(OC3=O)=O)C2=C1)C1C(OC(C1)O)O